ClC1=NC=C(C(=N1)N[C@H](C)CCOC=1C(=NNC1[N+](=O)[O-])C)C(F)(F)F |r| (R)- and (S)-2-chloro-N-(4-((3-methyl-5-nitro-1H-pyrazol-4-yl)oxy)butan-2-yl)-5-(trifluoromethyl)pyrimidin-4-amine